N(I)(I)I nitrogen triiodide